C(C)(=O)NCCNC[C@]1(C[C@H](N(C1)C(CNC(=O)C=1C=CC=2C(C3=CC=CC=C3C2C1)(F)F)=O)C(=O)OCC1=CC=CC=C1)F benzyl (2S,4S)-4-(((2-acetamidoethyl)amino)methyl)-1-((9,9-difluoro-9H-fluorene-3-carbonyl)glycyl)-4-fluoropyrrolidine-2-carboxylate